CN(C1=NC=CC=C1C=1N=CC2=C(N1)C(=CN2C(=O)OC(C)(C)C)CC2=CC=C(C=C2)C=2N(C=C(N2)C(F)(F)F)C)C tert-butyl 2-[2-(dimethylamino)pyridin-3-yl]-7-([4-[1-methyl-4-(trifluoromethyl)imidazol-2-yl]phenyl]methyl)pyrrolo[3,2-d]pyrimidine-5-carboxylate